trans-dibromobut-2-ene BrC(=C(C)Br)C